C1OC=2C=C(CC(NCC)C)C=CC2O1 3,4-METHYLENEDIOXY-N-ETHYL-AMPHETAMINE